CC1=C(N=C2N1C=CC=C2)C=O (3-methylimidazo[1,2-a]pyridin-2-yl)methanone